methyl 2-[5-(benzenesulfonyl)-3-methyl-indol-1-yl]propanoate C1(=CC=CC=C1)S(=O)(=O)C=1C=C2C(=CN(C2=CC1)C(C(=O)OC)C)C